thiophen-2-yl-methanesulfonyl chloride S1C(=CC=C1)CS(=O)(=O)Cl